(R)-N-(1-(2,4-dichlorophenyl)ethyl)-5-(N-methylaminosulfonyl)thiophene-2-carboxamide ClC1=C(C=CC(=C1)Cl)[C@@H](C)NC(=O)C=1SC(=CC1)S(=O)(=O)NC